BrC1=C2N(CC=3N(C2=CC=C1)N=C(C3)C)C 6-bromo-2,5-dimethyl-4,5-dihydropyrazolo[1,5-a]quinoxaline